(R)-5-chloro-N-(2,4-dimethoxybenzyl)-2-fluoro-4-((1-phenyl-2-(pyrrolidin-1-yl)ethyl)amino)-N-(thiazol-2-yl)benzenesulfonamide ClC=1C(=CC(=C(C1)S(=O)(=O)N(C=1SC=CN1)CC1=C(C=C(C=C1)OC)OC)F)N[C@@H](CN1CCCC1)C1=CC=CC=C1